2-((4-amino-2-(ethoxymethyl)-6,7-dimethyl-1H-imidazo[4,5-c]pyridin-1-yl)methyl)-2-methylpropan-1,3-diol NC1=NC(=C(C2=C1N=C(N2CC(CO)(CO)C)COCC)C)C